fluoro-N-((3-methyl-1,2,4-oxadiazol-5-yl)methyl)-4'-oxo-3',4'-dihydro-1'h-spiro[piperidine-4,2'-quinoline]-1-carboxamide FN1C2(CC(C3=CC=CC=C13)=O)CCN(CC2)C(=O)NCC2=NC(=NO2)C